O=C1N(CCCC1)C1=NN=C2C1=CCCC2 (2-oxo-hexahydropyridin-1-yl)-6,7-dihydro-5H-benzopyrazol